FC1=CC=C(C=C1)S(=O)(=O)NCCOC1=CC2=C(N=C(S2)C2=C3N=CC(=NC3=CC(=C2)C=C)COC)C(=C1)C 4-fluoro-N-(2-((2-(2-(methoxymethyl)-7-vinylquinoxalin-5-yl)-4-methylbenzo[d]thiazol-6-yl)oxy)ethyl)benzenesulfonamide